tertbutyl 3-ethynylpiperidine-1-carboxylate C(#C)C1CN(CCC1)C(=O)OC(C)(C)C